Hydroxy propyl-sulfonate tert-Butyl-3-allyl-5-[(3-fluoro-2-methoxy-phenyl)carbamothioyl]-4-hydroxy-6-oxo-2,3-dihydropyridine-1-carboxylate C(C)(C)(C)OC(=O)N1CC(C(=C(C1=O)C(NC1=C(C(=CC=C1)F)OC)=S)O)CC=C.C(CC)S(=O)(=O)OO